ClC1=CC=C(C=C1)C1=CC=NC(N1[C@H](CO)C)C=1C=NC=CC1OC 6-(4-Chlorophenyl)-N-[(2S)-1-hydroxypropan-2-yl]-2-(4-methoxypyridin-3-yl)pyrimidin